ClC=1C=CC2=C(N(C3=C(N=C2N2CCNCC2)C=CC=C3)C3CC3)C1 3-chloro-5-cyclopropyl-11-(piperazin-1-yl)-5H-dibenzo[b,e][1,4]diazepine